C1=2C=C(C=CC2CC1)C=O bicyclo[4.2.0]oct-1(6),2,4-trien-3-carbaldehyde